1-(cyclopropylmethyl)-6-(prop-1-en-2-yl)-N-(1-(3,4,5-trimethoxyphenyl)-1H-imidazol-4-yl)-1H-pyrazolo[3,4-d]Pyrimidin-4-amine C1(CC1)CN1N=CC=2C1=NC(=NC2NC=2N=CN(C2)C2=CC(=C(C(=C2)OC)OC)OC)C(=C)C